C(C)N1C=CC=2C1=NC=CC2 1-ethyl-1H-pyrrolo[2,3-b]pyridine